FC1([C@H]2CC(C[C@@H]12)CO)F ((1R,3s,5S)-6,6-difluorobicyclo[3.1.0]hexane-3-yl)methanol